C1CCC2=NC3=C(C(=C21)NC(=O)N=[S@@](=O)(N)C=2SC(=C(C2)C)C(C)(C)O)CCC3 (S)-N'-((1,2,3,5,6,7-hexahydrodicyclopenta[b,e]pyridin-8-yl)carbamoyl)-5-(2-hydroxypropan-2-yl)-4-methylthiophene-2-sulfonimidamide